C(C)C1=NN(C(=C1CN(CC(=O)OC)CC1=C(C=C(C=C1)OC)OC)C(=O)O)C1=CC=C(C=C1)Cl.C(C1=CC=CC=C1)OC1=C(C=C(C=2OC3=C(C(=C(C(=C3C(C2)=O)OC)OC)OC)OC)C=C1)OC 4'-benzyloxy-3',5,6,7,8-pentamethoxyl-flavone ethyl-1-(4-chlorophenyl)-4-(((2,4-dimethoxybenzyl)(2-methoxy-2-oxoethyl)amino)methyl)-1H-pyrazole-5-carboxylate